C12(CC3CC(CC(C1)C3)C2)CCN2CCN(CC2)CC(=O)N2CCCCC2 2-{4-[2-(adamantan-1-yl)ethyl]piperazin-1-yl}-1-(piperidin-1-yl)ethan-1-one